(1S,3S)-3-((6-(5-(((5-(4-Fluorobutyl)-1,2,4-oxadiazol-3-yl)amino)methyl)-1-methyl-1H-1,2,3-triazol-4-yl)-2-methylpyridin-3-yl)oxy)cyclohexane-1-carboxylic acid FCCCCC1=NC(=NO1)NCC1=C(N=NN1C)C1=CC=C(C(=N1)C)O[C@@H]1C[C@H](CCC1)C(=O)O